[C@H]12N(C[C@H](NC1)C2)C2=NC(=CC(=N2)N2CC=1C(=NC=CC1C2=O)C2=C(C=CC=C2OC)F)C2CC2 2-(2-((1r,4r)-2,5-diazabicyclo[2.2.1]hept-2-yl)-6-cyclopropylpyrimidin-4-yl)-4-(2-fluoro-6-methoxyphenyl)-2,3-dihydro-1H-pyrrolo[3,4-c]pyridin-1-one